2-(2-(cyclopropanesulfonylamino)thiazol-4-yl)-2-methyl-N-(4-(5-(trifluoromethyl)pyridin-3-yl)phenyl)propanamide C1(CC1)S(=O)(=O)NC=1SC=C(N1)C(C(=O)NC1=CC=C(C=C1)C=1C=NC=C(C1)C(F)(F)F)(C)C